ClC1=CC=C2C(C(=CN(C2=N1)C1=NC(=NS1)Cl)C(=O)[O-])=O 7-chloro-1-(3-chloro-1,2,4-thiadiazol-5-yl)-4-oxo-1,4-dihydro-1,8-naphthyridine-3-carboxylate